6-isopropylpyrimidine-5-formaldehyde C(C)(C)C1=C(C=NC=N1)C=O